tert-butyl (R)-3-((2-(2-(((benzyloxy)carbonyl)amino)ethyl)-7-bromo-6-chloro-3-oxo-2,3-dihydro-4H-benzo[b][1,4]oxazin-4-yl)methyl)azetidine-1-carboxylate C(C1=CC=CC=C1)OC(=O)NCC[C@@H]1C(N(C2=C(O1)C=C(C(=C2)Cl)Br)CC2CN(C2)C(=O)OC(C)(C)C)=O